C(C)(C)(C)SCC(=O)C1=CC=C(C=C1)C1=NOC(=N1)C(F)(F)Cl 2-(tert-butylsulfanyl)-1-(4-(5-(chlorodifluoromethyl)-1,2,4-oxadiazol-3-yl)phenyl)ethan-1-one